3-cyclopropyl-5-(3-(2'-fluoro-[1,1'-biphenyl]-4-yl)propyl)-1,2,4-oxadiazole C1(CC1)C1=NOC(=N1)CCCC1=CC=C(C=C1)C1=C(C=CC=C1)F